4-[6-[3-(3-methylphenyl)-1H-pyrazol-1-yl]-2-[3-(1H-1,2,3-triazol-1-yl)propyl]pyrimidin-4-yl]morpholine CC=1C=C(C=CC1)C1=NN(C=C1)C1=CC(=NC(=N1)CCCN1N=NC=C1)N1CCOCC1